(3-(benzofuran-2-yl)propyl)pyrrolidine O1C(=CC2=C1C=CC=C2)CCCN2CCCC2